5,6-dichloroindane-2-carboxylic acid ClC=1C=C2CC(CC2=CC1Cl)C(=O)O